ethyl-2-(oxetane-3-carbonyl)-N-(2,2,2-trifluoro-1-(4-fluorophenyl)ethyl)-1,2,3,4-tetrahydroisoquinoline-7-sulfonamide C(C)C1N(CCC2=CC=C(C=C12)S(=O)(=O)NC(C(F)(F)F)C1=CC=C(C=C1)F)C(=O)C1COC1